C1=NN=C2N1C1=C(CC(C2)N)C=CC=C1 5,6-dihydro-4H-[1,2,4]Triazolo[4,3-a][1]Benzazepin-5-amine